C(C)OC(=O)C1=NN2C(CNCCC2)=C1Cl.BrC=1C=CC=2N(C1)C(=C(N2)N2C(C1=CC(=CC=C1C2)S(=O)(=O)C(F)(F)F)=O)S(=O)(=O)CC 2-(6-bromo-3-ethylsulfonyl-imidazo[1,2-a]pyridin-2-yl)-6-(trifluoromethylsulfonyl)isoindolin-1-one ethyl-3-chloro-5,6,7,8-tetrahydro-4H-pyrazolo[1,5-a][1,4]diazepine-2-carboxylate